6-(1-cyano-piperidin-4-yloxy)-7-methoxy-quinazoline C(#N)N1CCC(CC1)OC=1C=C2C=NC=NC2=CC1OC